CC1=CC=2C=C(C=CC2C2=C1OC1=C2C2=CC=CC=C2C=C1C)S(=O)(=O)O 6,8-dimethyldinaphtho[2,1-b:1',2'-d]furan-3-sulfonic acid